(S)-5-((1-(ethyl(2-oxo-2-(4-(5-(trifluoromethyl)pyrimidin-2-yl)piperazin-1-yl)ethoxy)amino)propan-2-yl)amino)-4-(trifluoromethyl)Pyridazin-3(2H)-one C(C)N(C[C@H](C)NC1=C(C(NN=C1)=O)C(F)(F)F)OCC(N1CCN(CC1)C1=NC=C(C=N1)C(F)(F)F)=O